F[B-](F)(F)F.[N+](=O)([O-])C1=NN=NN1 nitrotetrazole tetrafluoroborate